4-(N-(bicyclo[1.1.1]pentan-1-yl)sulfamoyl)-1-methyl-1H-pyrrole-2-carboxylic acid C12(CC(C1)C2)NS(=O)(=O)C=2C=C(N(C2)C)C(=O)O